1-(7-tert-butyl-2,3-dihydrobenzo[1,4]dioxin-2-ylmethyl)-3,3-dimethyl-piperidine C(C)(C)(C)C=1C=CC2=C(OC(CO2)CN2CC(CCC2)(C)C)C1